N1CC[C@H]2[C@@H]1CN(CC2)C(=O)C2=CC1=C(N(C(=N1)C=1N(C(=CC1)C1=CC=CC=C1)CC1CC1)C)C=C2 5-[(3aR,7aR)-octahydro-1H-pyrrolo[2,3-c]pyridine-6-carbonyl]-2-[1-(cyclopropylmethyl)-5-phenyl-1H-pyrrol-2-yl]-1-methyl-1H-1,3-benzodiazole